O(C)C(CC(OC)OC)OC 1,1,3,3-tetra(methoxyl)propane